1-methylpyrazol-4-ylboronic acid CN1N=CC(=C1)B(O)O